tert-butyl (S)-2-((4-(6-hydroxypyridin-2-yl)-2,6-dioxopiperidin-1-yl) methyl)-1-(oxetan-2-ylmethyl)-1H-benzo(d)imidazole-6-carboxylate OC1=CC=CC(=N1)C1CC(N(C(C1)=O)CC1=NC2=C(N1C[C@H]1OCC1)C=C(C=C2)C(=O)OC(C)(C)C)=O